2-chloro-4-methyl-5-(methylthio)pyridine ClC1=NC=C(C(=C1)C)SC